6-(6-((4,4-difluoropiperidin-1-yl)sulfonyl)naphthalen-1-yl)isoquinolin-1(2H)-one FC1(CCN(CC1)S(=O)(=O)C=1C=C2C=CC=C(C2=CC1)C=1C=C2C=CNC(C2=CC1)=O)F